C(C)(C)(C)C1=C(C(=C(COC(C2=CC=C(C(=S)OCC3=C(C(=C(C=C3C)C(C)(C)C)O)C)C=C2)=S)C(=C1)C)C)O bis(4-tert-butyl-3-hydroxy-2,6-dimethyl benzyl)dithioterephthalate